FC=1C(=C(C=CC1OC)N1N=NC(=C1)C(=O)O)CNC(=O)C1=NC=CN=C1NCC1CCN(CC1)C 1-(3-Fluoro-4-methoxy-2-{[(3-{[(1-methylpiperidin-4-yl)methyl]amino}pyrazin-2-yl)formamido]methyl}phenyl)-1,2,3-triazole-4-carboxylic acid